(2S)-Lactic acid, n-propyl ester C([C@@H](O)C)(=O)OCCC